OCCOC1=CC=C(C=C1)CC(C)(O)C(=O)C(C)(CC1=CC=C(C=C1)OCCO)O 4-(2-hydroxy-ethoxy)phenyl-(2-hydroxy-2-propyl) ketone